[OH-].O Water hydroxide